N-{[4-(1-propyl-1H-pyrazole-4-sulfonyl)phenyl]methyl}-1H-pyrazolo[3,4-b]pyridine-5-carboxamide C(CC)N1N=CC(=C1)S(=O)(=O)C1=CC=C(C=C1)CNC(=O)C=1C=C2C(=NC1)NN=C2